BrC1=CC(=C(C(=C1)C)N1CCCN(S1(=O)=O)CC(=O)NC1C2CC3(CC(CC1C3)C2)C(=O)N)C 4-(2-(6-(4-bromo-2,6-dimethylphenyl)-1,1-dioxido-1,2,6-thiadiazinan-2-yl)acetamido)adamantan-1-carboxamide